FC(CC12C=CCC(CC1)N2)(F)F (2,2,2-trifluoroethyl)-8-azabicyclo[3.2.1]oct-2-ene